4-[5-(5-chloro-2-pyridyl)-1-[2-(trifluoromethyl)phenyl]pyrrol-2-yl]-N-[2-(dimethylamino)ethyl]-benzamide hydrochloride Cl.ClC=1C=CC(=NC1)C1=CC=C(N1C1=C(C=CC=C1)C(F)(F)F)C1=CC=C(C(=O)NCCN(C)C)C=C1